Cl.NCC1=CC=C(N=N1)C1=C(C=C(C=C1C)C(F)(F)F)O 2-[6-(aminomethyl)pyridazin-3-yl]-3-methyl-5-(trifluoromethyl)phenol hydrochloride